7-isopropoxy-2-(1-methyl-2-oxabicyclo[2.1.1]hex-4-yl)-N-(6-methylpyrazolo[1,5-a]pyrimidin-3-yl)imidazo[1,2-a]pyridine-6-carboxamide C(C)(C)OC1=CC=2N(C=C1C(=O)NC=1C=NN3C1N=CC(=C3)C)C=C(N2)C23COC(C2)(C3)C